(2S,4R)-1-(((9H-fluoren-9-yl)methoxy)carbonyl)-4-ethoxypyrrolidine-2-carboxylic acid C1=CC=CC=2C3=CC=CC=C3C(C12)COC(=O)N1[C@@H](C[C@H](C1)OCC)C(=O)O